Cl.Cl.C1(=CC=CC=C1)C=1NC2=CC=CC=C2C1 2-phenylindole dihydrochloride